N4-(5-(1-cyclopropyl-1H-pyrazol-4-yl)-4-(trifluoromethoxy)pyridin-2-yl)-2-(difluoromethyl)pyrimidine-4,6-diamine C1(CC1)N1N=CC(=C1)C=1C(=CC(=NC1)NC1=NC(=NC(=C1)N)C(F)F)OC(F)(F)F